(-)-(9,9-dimethyl-9H-xanthene-4,5-diyl)bis(naphthalen-2-yl-(phenyl)phosphine) CC1(C2=CC=CC(=C2OC=2C(=CC=CC12)P(C1=CC=CC=C1)C1=CC2=CC=CC=C2C=C1)P(C1=CC=CC=C1)C1=CC2=CC=CC=C2C=C1)C